FC=1C=C(C=O)C=CC1N1C2=CC=CC=C2C=2C=CC=CC12 3-fluoro-4-(9-carbazolyl)benzaldehyde